FC=1C=C(C=CC1F)CC(=O)N1C[C@H](CCC1)C=1N(C(C(=C(N1)C(=O)NC=1C=NOC1)O)=O)C (S)-2-(1-(2-(3,4-difluorophenyl)acetyl)piperidin-3-yl)-5-hydroxy-N-(isoxazol-4-yl)-1-methyl-6-oxo-1,6-dihydropyrimidine-4-carboxamide